C(#N)C1=C(SC2=C1C(=NC=C2F)C=2C1=C(C=3C=NC(=NC3C2F)N2C[C@@H](CC2)N2CCC(CC2)C#N)COC1)NC(OC(C)(C)C)=O tert-Butyl (3-cyano-4-(3-((R)-3-(4-cyanopiperidin-1-yl)pyrrolidin-1-yl)-5-fluoro-7,9-dihydrofuro[3,4-f]quinazolin-6-yl)-7-fluorothieno[3,2-c]pyridin-2-yl)carbamate